C(C1=CC=CC=C1)OCN1C(NC=CC1=O)=O 3-((benzyloxy)methyl)-2,4-dioxo-3,4-dihydropyrimidine